CC1CCC(CC1)OO 4-methylcyclohexyl hydroperoxide